(1S,3S)-3-((6-(5-(((4-isopropyl-pyrimidin-2-yl)amino)methyl)-1-methyl-1H-1,2,3-triazol-4-yl)-2-methylpyridin-3-yl)oxy)cyclohexanecarboxylic acid C(C)(C)C1=NC(=NC=C1)NCC1=C(N=NN1C)C1=CC=C(C(=N1)C)O[C@@H]1C[C@H](CCC1)C(=O)O